FC=1C=CC(=NC1)OCC1NC2CC(C1C)C2 3-{[(5-fluoropyridin-2-yl)oxy]methyl}-4-methyl-2-azabicyclo[3.1.1]heptane